n-hexenaldehyde C(C=CCCC)=O